5-hydroxy-methyl-cytosine OC=1C(=NC(NC1)=O)NC